C(C1=CC=CC=C1)OC1=CC=C(C=C1)C1=CC(=CC=2CNS(OC21)(=O)=O)F 8-(4-Benzyloxyphenyl)-6-fluoro-3,4-dihydrobenzo[e][1,2,3]oxathiazine 2,2-Di-oxide